ClC(C(C(F)(F)F)Cl)(F)F 1,2-dichloro-1,1,3,3,3-pentafluoropropane